FC1=NC(=CC(=C1)N(C(C(C)OC(C)=O)=O)C=1SC(=C(N1)C(NC1CCC12CCCC2)=O)C)F.C[Si](C)(C)C#CC2=CC=C(C=C2)N2C1=CC=CC=C1C=1C=CC=CC21 9-(4-trimethylsilylethynylphenyl)carbazole [2-[(2,6-difluoro-4-pyridyl)-[5-methyl-4-(spiro[3.4]octan-3-ylcarbamoyl)thiazol-2-yl]amino]-1-methyl-2-oxo-ethyl]acetate